NC=1N(C=2C3=C(C(=CC2C1C#N)C)SC(=N3)C)C3=C(C(=CC=C3C)OCC3=CC=C(C=C3)OC)C 7-amino-8-(3-((4-methoxybenzyl)oxy)-2,6-dimethylphenyl)-2,4-dimethyl-8H-thiazolo[5,4-g]indole-6-carbonitrile